4-[(hydroxyimino)methyl]benzoic acid ON=CC1=CC=C(C(=O)O)C=C1